tert-Butyl (3S)-3-[[6'-chloro-5-(cyclobutylmethyl)spiro[2,4-dihydro-1,5-benzoxazepine-3,1'-tetralin]-7-yl]sulfonylcarbamoyloxy]piperidine-1-carboxylate ClC=1C=C2CCCC3(C2=CC1)COC1=C(N(C3)CC3CCC3)C=C(C=C1)S(=O)(=O)NC(=O)O[C@@H]1CN(CCC1)C(=O)OC(C)(C)C